C1(CCCC1)OC=1C=C2CN(C(C2=CC1C=1C=NC=CC1)=O)C1=NC(=CC=C1)C1=NN=CN1C1CC1 5-(cyclopentyloxy)-2-(6-(4-cyclopropyl-4H-1,2,4-triazol-3-yl)pyridin-2-yl)-6-(pyridin-3-yl)isoindolin-1-one